C1(=CC=CC=C1)C(=O)N1CC2=C(NC=3C=CC(=CC23)C=2C=C(C=CC2)C)CC1 phenyl(8-(m-tolyl)-1,3,4,5-tetrahydro-2H-pyrido[4,3-b]indol-2-yl)methanone